C1(CCCC1)C(CC#N)N1N=CC(=C1)C1=C2C(=NC=C1)NC(=N2)C2=CC=CC=C2 3-Cyclopentyl-3-(4-(2-phenyl-3H-imidazo[4,5-b]pyridin-7-yl)-1H-pyrazol-1-yl)propionitrile